NC([C@H](C[C@H]1C(NCCC1)=O)NC(=O)[C@H]1N([C@@H]2CC([C@H]1CC2)(F)F)C(=O)OC(C)(C)C)=O tert-butyl (1S,3S,4S)-3-[[(1S)-2-amino-2-oxo-1-[[(3S)-2-oxo-3-piperidyl]methyl]ethyl]carbamoyl]-5,5-difluoro-2-azabicyclo[2.2.2]octane-2-carboxylate